NC=1C=CC(=C(C(=O)NC2(CC2)C#C)C1)Cl 5-amino-2-chloro-N-(1-ethynylcyclopropyl)benzamide